{9-[(3-chlorophenyl)methyl]-5-carbamoylcarbazol-4-yl}oxyacetic acid ClC=1C=C(C=CC1)CN1C2=CC=CC(=C2C=2C(=CC=CC12)OCC(=O)O)C(N)=O